ClC=1N=C2N(N=CC=C2[C@H](C)OC)C1 2-chloro-8-[(1S)-1-methoxyethyl]imidazo[1,2-b]pyridazin